C[C@@H]1CN(C[C@H]2N1CC[C@@H](C2)OC2=NC=C(C=C2)N2CCNCC2)C2=C1C=CC=NC1=C(C=C2)C#N 5-[(4R,8S,9aS)-4-methyl-8-[(5-piperazin-1-yl-2-pyridyl)oxy]-1,3,4,6,7,8,9,9a-octahydropyrido[1,2-a]pyrazin-2-yl]quinoline-8-carbonitrile